5-Chloro-2-[2-(1,3-dihydropyrrolo[3,4-c]pyridin-2-yl)oxazolo[4,5-b]pyrazin-5-yl]-3-(hydroxymethyl)phenol ClC=1C=C(C(=C(C1)O)C1=CN=C2C(=N1)N=C(O2)N2CC=1C=NC=CC1C2)CO